C1(CCCCC1)CN1CCC(CC1)C=1C=CC=2N(C1)C(=C(N2)CC)N(C=2SC=C(N2)C2=CC=C(C=C2)F)C N-(6-(1-(cyclohexylmethyl)piperidin-4-yl)-2-ethylimidazo[1,2-a]pyridin-3-yl)-4-(4-fluorophenyl)-N-methylthiazol-2-amine